N-(7-bromo-6-chloro-1,3-dihydroisobenzofuran-5-yl)-3-ethoxy-prop-2-enamide BrC=1C(=C(C=C2COCC12)NC(C=COCC)=O)Cl